(1R,3aS,5aR,5bR,7aR,9S,11aR,11bR-13aR,13bR)-3a-((tert-butoxycarbonyl)amino)-5a,5b,8,8,11a-pentamethyl-1-(prop-1-en-2-yl)icosahydro-1H-cyclopenta[a]chrysen-9-yl acetate C(C)(=O)O[C@@H]1C([C@@H]2CC[C@]3([C@@]4(CC[C@@]5([C@@H]([C@H]4CC[C@@H]3[C@]2(CC1)C)[C@@H](CC5)C(=C)C)NC(=O)OC(C)(C)C)C)C)(C)C